4-(4-methylpiperidin-1-yl)butyric acid CC1CCN(CC1)CCCC(=O)O